Cl.Cl.NC1=C(C=C(C(=C1)O)N)O 2,5-diamino-1,4-dihydroxybenzene dihydrochloride